FC=1C=C(C=CC1)C1=NC(=NO1)C=1C=C(CNCC(=O)O)C=CC1 (3-(5-(3-fluorophenyl)-1,2,4-oxadiazol-3-yl)benzyl)glycine